bis(4-(tert-butyl)phenyl)iodonium alpha-cyanocinnamic acid salt C(#N)C(C(=O)[O-])=CC1=CC=CC=C1.C(C)(C)(C)C1=CC=C(C=C1)[I+]C1=CC=C(C=C1)C(C)(C)C